C1(=C(C=CC=C1)C1=CC=C(C=C1)[C@H](C)OC([C@H](C)NC(=O)OC(C)(C)C)=O)C [(1S)-1-[4-(o-tolyl)phenyl]ethyl](2S)-2-(tert-butoxycarbonylamino)propanoate